methyl 3-(N-(4-chloro-5-cyano-2-(2-(2,2-dimethyl-5,7,10-trioxa-2-silaundecan-11-yl)piperidin-1-yl)phenyl)sulfamoyl)-4-hydroxybenzoate ClC1=CC(=C(C=C1C#N)NS(=O)(=O)C=1C=C(C(=O)OC)C=CC1O)N1C(CCCC1)COCCOCOCC[Si](C)(C)C